(3R)-3-amino-7-(5-tert-butyl-3-pyridyl)-8-fluoro-5-[[4-(4-methoxyphenyl)phenyl]meth-yl]-1,1-dioxo-2,3-dihydro-1λ6,5-benzothiazepin-4-one N[C@H]1CS(C2=C(N(C1=O)CC1=CC=C(C=C1)C1=CC=C(C=C1)OC)C=C(C(=C2)F)C=2C=NC=C(C2)C(C)(C)C)(=O)=O